Tri-n-pentylcitrat C(CCCC)C(C(C(C(=O)[O-])(CCCCC)CCCCC)(O)C(=O)[O-])C(=O)[O-]